C(C1=CC=CC=C1)OC(CCC(=O)OC)CCO methyl 4-(benzyloxy)-6-hydroxycaproate